[Br-].[Br-].C(C)N(C1=CC=C(C=C1)C=CC=CC=CC1=CC=[N+](C=C1)CCC[N+](CC)(CC)CC)CC 4-[6-[4-(diethylamino)phenyl]-1,3,5-hexatriene-1-yl]-1-[3-(triethylammonio)propyl]-pyridinium dibromide